ClC=1C=C2C(CCSC2=C(C1)Cl)=O 6,8-dichlorothiochroman-4-one